2-(Chloromethyl)-5-isopropoxy-pyridine ClCC1=NC=C(C=C1)OC(C)C